S(CC(C)O)CC(C)O 1,1'-thiodipropan-2-ol